Ethyl-3-(4-bromophenyl)-1-cyclopentyl-4-iodo-1H-pyrazole-5-carboxylate C(C)OC(=O)C1=C(C(=NN1C1CCCC1)C1=CC=C(C=C1)Br)I